BrC=1C=NC(=CC1)C(F)F 3-bromo-6-(difluoromethyl)pyridine